OC=1C=C(N)C=CC1C 3-Hydroxy-4-methylaniline